2-bromo-5-isopropyl-1,3,4-thiadiazole BrC=1SC(=NN1)C(C)C